NC=1C=C(C=CC1O)C1(CCOCC1)N1C(NC(C1)C(F)(F)F)=O 1-(4-(3-amino-4-hydroxyphenyl)tetrahydro-2H-pyran-4-yl)-4-(trifluoromethyl)-imidazolidin-2-one